N-[3-[2-(difluoromethoxy)-5-[3-[[[2-hydroxy-1-(hydroxymethyl)ethyl]amino]methyl]phenoxy]phenyl]-1-methyl-pyrazol-4-yl]pyrazolo[1,5-a]pyrimidine-3-carboxamide FC(OC1=C(C=C(C=C1)OC1=CC(=CC=C1)CNC(CO)CO)C1=NN(C=C1NC(=O)C=1C=NN2C1N=CC=C2)C)F